Cl.Cl.C(C)(C)OC1=C(C(=O)NC2=C(C=C(C=C2)NC(C2=NC=CC=C2)=N)OC(C)C)C=CC(=C1)NC(C1=NC=CC=C1)=N 2-isopropoxy-N-(2-isopropoxy-4-(picolinimidamido)phenyl)-4-(picolinimidamido)benzamide di-hydrochloride